S1C=NC2=C1C=C(C=C2)NC2=NC=NC1=CC(=CC(=C21)OC2CCC(CC2)NC(OC(C)(C)C)=O)Br tert-butyl ((1s,4s)-4-((4-(benzo[d]thiazol-6-ylamino)-7-bromoquinazolin-5-yl)oxy)cyclohexyl)carbamate